3-((3-methylpicolinamido)methyl)-4,5-dihydroisoxazole CC=1C(=NC=CC1)C(=O)NCC1=NOCC1